CN1C(C2(OC3=C(C=C(C(=C3)C)C)C23C(N(C2=CC=CC=C32)C)=O)C3=CC=CC=C13)=O 1,1'',5',6'-Tetramethyldispiro[indoline-3,2'-benzofuran-3',3''-indoline]-2,2''-dione